C(C1=CC=CC=C1)O[C@@H]1[C@H](CO[C@@H]([C@@H]1OCC1=CC=CC=C1)COCC1=CC=CC=C1)NC(C)=O N-((3S,4R,5R,6R)-4,5-bis(benzyloxy)-6-((benzyloxy)methyl)tetrahydro-2H-pyran-3-yl)acetamide